acetylpipecolic acid methyl ester COC(C1N(CCCC1)C(C)=O)=O